3-[(2-{[(3S)-piperidin-3-yl]amino}-5-(trifluoromethyl)pyrimidin-4-yl)oxy]benzene-1-sulfonamide N1C[C@H](CCC1)NC1=NC=C(C(=N1)OC=1C=C(C=CC1)S(=O)(=O)N)C(F)(F)F